The molecule is a fourth-generation cephalosporin antibiotic having imidazo[1,2-b]pyridazin-1-ium-1-ylmethyl and [(2Z)-2-(2-amino-1,3-thiazol-4-yl)-2-(methoxyimino)acetyl]amino side groups located at positions 3 and 7 respectively. It is a cephalosporin, a member of thiadiazoles and an imidazopyridazine. CO/N=C(/C1=NSC(=N1)N)\\C(=O)N[C@H]2[C@@H]3N(C2=O)C(=C(CS3)C[N+]4=C5C=CC=NN5C=C4)C(=O)[O-]